5-methoxy-2-nitro-4-((triisopropylsilyl)oxy)benzoic acid COC=1C(=CC(=C(C(=O)O)C1)[N+](=O)[O-])O[Si](C(C)C)(C(C)C)C(C)C